C(C)(C)NCCN(C1=CC=C2N=CC(=NC2=C1)C=1C=NN(C1)CCCCCC(=O)O)C1=CC=CC=C1 6-(4-(7-((2-(isopropylamino)ethyl)(phenyl)amino)quinoxalin-2-yl)-1H-pyrazol-1-yl)hexanoic acid